2-CYCLOPROPYL-6,7-DIFLUORO-1H-INDOLE-3-CARBOXALDEHYDE C1(CC1)C=1NC2=C(C(=CC=C2C1C=O)F)F